CN1CCC(CC1)CN1N=C2C3=C(CCC2=C1)OC(=C3C(F)(F)F)C(=O)NC[C@H]3OCCC3 2-[(1-methylpiperidin-4-yl)methyl]-N-{[(2S)-oxolan-2-yl]methyl}-8-(trifluoromethyl)-4,5-dihydro-2H-furo[2,3-g]indazole-7-carboxamide